OC=1C2=C(N=C(N1)CC1=CC3=CC=CC=C3C=C1)NC1=C2N=CC(=C1)C(=O)OC methyl 4-hydroxy-2-(naphthalen-2-ylmethyl)-9H-pyrido[2',3':4,5]pyrrolo[2,3-d]pyrimidine-7-carboxylate